CS(=O)(=S)[O-] thiomethanesulfonate